S1C2=C(C=C1)C(=CC=C2)N2CCN(CC2)CCCCOC2=CC=C1C=CC(N(C1=C2)COC(C2=CC=NC=C2)=O)=O Isonicotinic acid 7-[4-(4-benzo[b]thiophen-4-ylpiperazin-1-yl)butoxy]-2-oxo-2H-quinolin-1-ylmethyl ester